FC1=C(C=CC=C1F)C1N(CCC1)C1=CC(=C(C(=O)N[C@H](C)\C=C\S(=O)(=O)C)C=C1)F 4-(2-(2,3-difluorophenyl)pyrrolidin-1-yl)-2-fluoro-N-((R,E)-4-(methylsulfonyl)but-3-en-2-yl)benzamide